5-iodo-6-methyl-N-(3-methyl-4-((1-methyl-1H-benzoimidazol-5-yl)oxy)phenyl)pyrimidin-4-amine IC=1C(=NC=NC1C)NC1=CC(=C(C=C1)OC1=CC2=C(N(C=N2)C)C=C1)C